1-isopropyl-9-(1-methylpiperidin-4-yl)-1,5,9,10-tetrahydro-1,2,4,5,8,9-hexaazabenzo[cd]cyclopenta[h]azulene C(C)(C)N1N=C2C3=C(C=CC=4C(=C13)CN(N4)C4CCN(CC4)C)NN=C2